dicyclohexyl-(3,5-dimethylphenyl)phosphonium tetraphenylborate C1(=CC=CC=C1)[B-](C1=CC=CC=C1)(C1=CC=CC=C1)C1=CC=CC=C1.C1(CCCCC1)[PH+](C1=CC(=CC(=C1)C)C)C1CCCCC1